C1(CCCCC1)N1C(N(/C(/C1=O)=C/C1=C(C=C(C=C1)N(C)CCO)OC)C)=S (E)-3-cyclohexyl-5-(4-((2-hydroxyethyl)(methyl)amino)-2-methoxybenzylidene)-1-methyl-2-thioxoimidazolin-4-one